Cl.CC1CCN(CC1)CCC(=O)C=1C(OC2=CC(=CC(=C2C1)C)O)=O 3-(3-(4-Methylpiperidinyl)propionyl)-5-methyl-7-hydroxycoumarin hydrochloride